C(C)(=O)C=1C=C(C=CC1)N=C=O 3-acetylphenyl isocyanate